1-benzyl-3-methylpiperidine-2,6-dione C(C1=CC=CC=C1)N1C(C(CCC1=O)C)=O